(1R,2R)-1-((2R,3R,4S,6S)-4-acetoxy-3-(2-acetoxyacetamido)-6-(methoxycarbonyl)-6-(p-tolylthio)tetrahydro-2H-pyran-2-yl)-3-(2-(p-tolyl)acetamido)propane-1,2-diyl diacetate C(C)(=O)O[C@H]([C@@H](CNC(CC1=CC=C(C=C1)C)=O)OC(C)=O)[C@@H]1O[C@@](C[C@@H]([C@H]1NC(COC(C)=O)=O)OC(C)=O)(SC1=CC=C(C=C1)C)C(=O)OC